(E)-3-(6-aminopyridin-3-yl)-N-((5-(4-((3R,4R)-3,4-difluoropyrrolidine-1-carbonyl)phenyl)-7-(4-fluorophenyl)pyrazolo[1,5-a]pyridin-2-yl)methyl)acrylamide NC1=CC=C(C=N1)/C=C/C(=O)NCC1=NN2C(C=C(C=C2C2=CC=C(C=C2)F)C2=CC=C(C=C2)C(=O)N2C[C@H]([C@@H](C2)F)F)=C1